BrC(C(=O)NC1=CC=C(C=C1)N(C)C)CC 2-bromo-N-(p-dimethylaminophenyl)butanamide